The molecule is an aminoglycan consisting of beta-(1->4)-linked N-acetyl-D-glucosamine residues. It has a role as a vulnerary, a human metabolite, a Saccharomyces cerevisiae metabolite and a mouse metabolite. It is an aminoglycan and a N-acylglucosamine. CC(=O)N[C@@H]1[C@H]([C@@H]([C@H](O[C@H]1O)CO)O)O